2-methylene-4-oxo-4-((5-(trifluoromethyl)-2,3-dihydro-1H-inden-1-yl)oxy)butanoic acid C=C(C(=O)O)CC(OC1CCC2=CC(=CC=C12)C(F)(F)F)=O